N-[3-chloro-5-fluoro-4-([[3-methyl-1-(oxan-2-yl)pyrazolo[3,4-b]pyridin-5-yl]oxy]methyl)pyridin-2-yl]-5-fluoro-2-methoxypyridine-3-sulfonamide ClC=1C(=NC=C(C1COC=1C=C2C(=NC1)N(N=C2C)C2OCCCC2)F)NS(=O)(=O)C=2C(=NC=C(C2)F)OC